C(C)(C)(C)OC(=O)N(CC1CCC1)CC1=CC2=C(N1C(=O)OC(C)(C)C)C=C(S2)C=O Tert-butyl 5-(((tert-butoxycarbonyl) (cyclobutylmethyl) amino) methyl)-2-formyl-4H-thieno[3,2-b]pyrrole-4-carboxylate